5-(2-methylpyrimidin-4-yl)thiophene-3-ol CC1=NC=CC(=N1)C1=CC(=CS1)O